NCC=1C=C(C=CC1)CO (3-(aminomethyl)phenyl)methanol